NC1=NC=NC=2C3=C(CC(C12)(C)C)C(=C(C=C3)O[C@@H]3CC[C@H](CC3)NC(OC(C)(C)C)=O)N3C=C(C=C3)OC tert-butyl N-[trans-4-[[4-amino-7-(3-methoxypyrrol-1-yl)-5,5-dimethyl-6H-benzo[h]quinazolin-8-yl]oxy]cyclohexyl]carbamate